((3-(3,5-dichloro-4-fluorobenzyl)-1,2,4-oxadiazol-5-yl)methyl)acrylic acid ClC=1C=C(CC2=NOC(=N2)CC(C(=O)O)=C)C=C(C1F)Cl